(3-((5-amino-1-tosyl-1H-pyrrolo[2,3-b]pyridin-4-yl)amino)bicyclo[1.1.1]pentan-1-yl)propane-1-sulfonamide NC=1C(=C2C(=NC1)N(C=C2)S(=O)(=O)C2=CC=C(C)C=C2)NC21CC(C2)(C1)C(CC)S(=O)(=O)N